7-[3-(prop-2-enoylamino)phenyl]quinazoline-2-carboxamide C(C=C)(=O)NC=1C=C(C=CC1)C1=CC=C2C=NC(=NC2=C1)C(=O)N